(R)-1-(2,5-dichlorophenyl)propane-1,3-diol ClC1=C(C=C(C=C1)Cl)[C@@H](CCO)O